BrC1=CC=CC2=C1C(OC(N2)=O)CCCN(C(OCC2=CC=CC=C2)=O)C benzyl N-[3-(5-bromo-2-oxo-1,4-dihydro-3,1-benzoxazin-4-yl)propyl]-N-methyl-carbamate